[(2S,4S,5S)-5-(4-benzamido-5-fluoro-2-oxo-pyrimidin-1-yl)-2-ethynyl-4-(p-tolylsulfanyl)tetrahydrofuran-2-yl]methyl benzoate C(C1=CC=CC=C1)(=O)OC[C@@]1(O[C@@H]([C@H](C1)SC1=CC=C(C=C1)C)N1C(N=C(C(=C1)F)NC(C1=CC=CC=C1)=O)=O)C#C